(2,6-Dioxopiperidin-3-yl)-3',3'-difluoro-3',4'-dihydro-6'H-spiro[piperidine-4,2'-pyrano[2,3-f]isoindole]-6',8'(7'H)-dione O=C1NC(CCC1C1C(C2(OC3=CC=4C(NC(C4C=C31)=O)=O)CCNCC2)(F)F)=O